1-(4-bromo-3,5-dimethoxyphenyl)-2-(2-chloroethoxy)ethan-1-one BrC1=C(C=C(C=C1OC)C(COCCCl)=O)OC